C(C)(C)P(CC1=CC=CC2=CC3=CC=CC(=C3N=C12)CP(C(C)C)C(C)C)C(C)C diisopropyl-[[5-(diiso-propylphosphanylmethyl)acridin-4-yl]methyl]phosphane